ClC1=CC=C2C(=N1)C(=CN2)C(C)C 5-chloro-3-isopropyl-1H-pyrrolo[3,2-b]Pyridine